C(C)(C)C1C(CC(CC1)C)OC(=O)C1=C(C=CC=C1)C(C(=O)O)CCCCCC(=O)O ((((2-isopropyl-5-methylcyclohexyl)oxy)carbonyl)phenyl)octanedioic acid